BrC1=CC(=C(CCNCC2=C(C(=O)N)C=CC=C2)C=C1OC)OC (((4-bromo-2,5-dimethoxyphenethyl)amino)methyl)benzamide